2-[[6-[5-cyclopropyl-3-methyl-4-oxo-6-(trifluoromethyl)imidazo[4,5-c]pyridin-2-yl]-5-ethylsulfanyl-3-pyridyl]oxy]acetonitrile C1(CC1)N1C(C2=C(C=C1C(F)(F)F)N=C(N2C)C2=C(C=C(C=N2)OCC#N)SCC)=O